ClC1=CC(=NC=C1)[C@@H]1[C@H](C1)C(=O)NC1=NC=CC(=N1)NCC=1N=C2N(C=C(C=C2N2C(NC(C2)=O)=O)C2CC2)C1 |r| rac-(1S*,2S*)-2-(4-chloropyridin-2-yl)-N-(4-(((6-cyclopropyl-8-(2,4-dioxoimidazolidin-1-yl)imidazo[1,2-a]pyridin-2-yl)methyl)amino)pyrimidin-2-yl)cyclopropane-1-carboxamide